N-{[4-(1-methyl-1H-indazole-4-sulfonyl)phenyl]methyl}-1H-pyrrolo[3,2-c]pyridine-2-carboxamide CN1N=CC=2C(=CC=CC12)S(=O)(=O)C1=CC=C(C=C1)CNC(=O)C1=CC=2C=NC=CC2N1